CCC([C@H]1CC[C@H]2[C@]3(CCC4=CC(C=C[C@]4(C)[C@H]3[C@H](C[C@]12C)O)=O)F)=O methyl-8α-fluoro-11β-hydroxypregna-1,4-diene-3,20-dione